FC(C(=O)OC)(C(F)(F)F)F methyl 2,2,3,3,3-pentafluoropropanoate